C(#C)C1=C(C(N(C=2N=C(N=CC21)NC2=CC=C(C=C2)N2CCN(CC2)C)C2=CC=CC=C2)=O)C 5-ethynyl-6-methyl-2-((4-(4-methylpiperazin-1-yl)phenyl)amino)-8-phenylpyrido[2,3-d]pyrimidin-7(8H)-one